Cl.C(=CC1=CC=CC=C1)CN(CCC[Si](OC)(OC)OC)CCN γ-(N-styrylmethyl-β-aminoethylamino)propyltrimethoxysilane hydrochloride